(1S,3aR,6aS)-2-((benzyloxy)carbonyl)-5,5-difluorooctahydrocyclopenta[c]pyrrole-1-carboxylic acid C(C1=CC=CC=C1)OC(=O)N1[C@@H]([C@@H]2[C@H](C1)CC(C2)(F)F)C(=O)O